di(2-ethyl) 4,5-epoxytetrahydrophthalate C(C1C(C(=O)OCC)CC2C(=C1)O2)(=O)OCC